(1R,3S,4R)-3-(benzyloxy)-4-((benzyloxy)methyl)cyclopentyl-4-methylbenzenesulfonate C(C1=CC=CC=C1)O[C@H]1C[C@@H](C[C@@H]1COCC1=CC=CC=C1)OS(=O)(=O)C1=CC=C(C=C1)C